OC1=C(C=C(C=C1OC)CC)N1N=C2C(=N1)C=CC=C2 2-(2-hydroxy-3-methoxy-5-ethylphenyl)-benzotriazole